C(C)(C)C1=C(C=CC=C1)C=1NC=CC1 (S)-2-(2-isopropylphenyl)pyrrole